tert-butyl 2-((4-((3-(5-((3-(3-chloro-4-methylphenyl) ureido)methyl)-1-oxoisoindolin-2-yl)-2,6-dioxopiperidin-1-yl)methyl)phenoxy)methyl)acrylate ClC=1C=C(C=CC1C)NC(NCC=1C=C2CN(C(C2=CC1)=O)C1C(N(C(CC1)=O)CC1=CC=C(OCC(C(=O)OC(C)(C)C)=C)C=C1)=O)=O